CC1=CC(=CC(=N1)C1OCCN(C1)C(CN1N=CC=C1)=O)CC1=CC(=CC=C1)C(F)(F)F 1-(2-(6-methyl-4-(3-(trifluoromethyl)benzyl)pyridin-2-yl)morpholino)-2-(1H-pyrazol-1-yl)ethan-1-one